(R)-3-chloro-5-fluoro-4-(6-((6-(2-(hydroxymethyl)morpholino)pyrimidin-4-yl)amino)-1H-pyrazolo[4,3-c]pyridin-1-yl)benzonitrile ClC=1C=C(C#N)C=C(C1N1N=CC=2C=NC(=CC21)NC2=NC=NC(=C2)N2C[C@@H](OCC2)CO)F